OC12CC3(CC(CC(C1)C3)C2)NCC(=O)N2[C@@H](CCC2)C#N 1-[2-[3-hydroxyadamant-1-ylamino]acetyl]pyrrolidine-2-(S)-carbonitrile